(3R)-3-(azetidin-3-yl)-1-[2-(sulfamylamino)ethyl]piperidine N1CC(C1)[C@@H]1CN(CCC1)CCNS(N)(=O)=O